N-(2-(4-((1-(difluoromethoxy)isoquinolin-5-yl)sulfonyl)piperazin-1-yl)-2-oxoethyl)-N-methylacrylamide FC(OC1=NC=CC2=C(C=CC=C12)S(=O)(=O)N1CCN(CC1)C(CN(C(C=C)=O)C)=O)F